C1(CC1)OC=1C(=CC=2C(N1)=NN(C2)C21COC(C2)(C1)C)C(=O)NC=1C(N(C=CC1)[C@@H]1[C@@H](C1)C)=O 6-cyclopropoxy-2-(1-methyl-2-oxabicyclo[2.1.1]hexan-4-yl)-N-(1-((1S,2R)-2-methylcyclopropyl)-2-oxo-1,2-dihydropyridin-3-yl)-2H-pyrazolo[3,4-b]pyridine-5-carboxamide